C(C)(C)(C)NS(=O)(=O)C=1C=C(C=CC1)NC(C1=CC=C(C=C1)NC1=NC=C(C(=N1)NC1=CC(=CC=C1)S(NC(C)(C)C)(=O)=O)C)=O N-(3-(N-(tert-butyl)sulfamoyl)phenyl)-4-((4-((3-(N-(tert-butyl)sulfamoyl)phenyl)amino)-5-methylpyrimidin-2-yl)amino)benzamide